tantalum-niobium-tellurium [Te].[Nb].[Ta]